benzyl ((R)-1-((2S,4R)-2-((4-(N-((benzyloxy)carbonyl)carbamimidoyl)benzyl)carbamoyl)-4-phenylpyrrolidin-1-yl)-1-oxo-4-phenylbutan-2-yl)glycinate C(C1=CC=CC=C1)OC(=O)NC(=N)C1=CC=C(CNC(=O)[C@H]2N(C[C@H](C2)C2=CC=CC=C2)C([C@@H](CCC2=CC=CC=C2)NCC(=O)OCC2=CC=CC=C2)=O)C=C1